N-(3-Cyano-4-fluoro-1H-indol-7-yl)-1-[(1S,2R)-2-hydroxy-1-methyl-propyl]pyrazol-4-sulfonamid C(#N)C1=CNC2=C(C=CC(=C12)F)NS(=O)(=O)C=1C=NN(C1)[C@H]([C@@H](C)O)C